FC1=C(C=CC=C1)N1N=C(C=C1C1=CC(=CC=C1)OCC1COC1)COC(C(=O)O)(C)C 2-([1-(2-Fluorophenyl)-5-[3-(oxetan-3-ylmethoxy)phenyl]-1H-pyrazol-3-yl]-methoxy)-2-methylpropanoic acid